ClC1=NC=C(C(=O)NC2(CC2)CC2CCC(CC2)C2=CC=NC3=CC=C(C=C23)F)C=C1 6-chloro-N-(1-((4-(6-fluoroquinolin-4-yl)cyclohexyl)methyl)cyclopropyl)nicotinamide